1,2,4-butanetriamine C(C(CCN)N)N